3-((tert-Butyldiphenylsilyl)oxy)-2,2-dimethylpropanoic acid [Si](C1=CC=CC=C1)(C1=CC=CC=C1)(C(C)(C)C)OCC(C(=O)O)(C)C